C(C1=CC=CC=C1)OCC1CCC=C1 (1S-trans)-2-((benzyloxy)methyl)-3-cyclopenten